ClC=1C=C(C=CC1)[C@H](C(=O)N1CC2=C(N=C(NC2=O)C2(CC2)C=2SC=C(C2)C2CCCC2)CC1)O (R)-6-(2-(3-chlorophenyl)-2-hydroxyacetyl)-2-(1-(4-cyclopentylthiophen-2-yl)cyclopropyl)-5,6,7,8-tetrahydropyrido[4,3-d]pyrimidin-4(3H)-one